(2S)-3-(3-chlorophenyl)-2-[[5-(dimethylamino)pyridine-2-carbonyl]amino]propanoic acid ClC=1C=C(C=CC1)C[C@@H](C(=O)O)NC(=O)C1=NC=C(C=C1)N(C)C